(3,5-dihydroxy-phenyl)(tertbutyl)phosphinic acid OC=1C=C(C=C(C1)O)P(O)(=O)C(C)(C)C